[4-(N,N-bis-biphenyl-4-yl-amino)phenyl]-9H-fluorene C1(=CC=C(C=C1)N(C1=CC=C(C=C1)C1=CC=CC=C1)C1=CC=C(C=C1)C1=CC=CC=2C3=CC=CC=C3CC12)C1=CC=CC=C1